N1N=NC2=C1C=CC=C2CO 1H-1,2,3-benzotriazol-4-yl-methanol